N1-(2-(2-(2-((2-(2,6-dioxopiperidin-3-yl)-1,3-dioxoisoindolin-5-yl)amino)ethoxy)ethoxy)ethyl)-N4-(2-(((S)-2-methylpyrrolidin-1-yl)methyl)-1H-benzo[d]imidazol-5-yl)terephthalamide O=C1NC(CCC1N1C(C2=CC=C(C=C2C1=O)NCCOCCOCCNC(C1=CC=C(C(=O)NC2=CC3=C(NC(=N3)CN3[C@H](CCC3)C)C=C2)C=C1)=O)=O)=O